C(C1=CC=CC=C1)O[C@@H]1[C@H](OC([C@H]([C@H]1OCC1=CC=CC=C1)OCC1=CC=CC=C1)OCC1=CC=CC=C1)CCP 2-[(2R,3R,4S,5S)-3,4,5,6-tetrabenzyloxytetrahydropyran-2-yl]ethylphosphane